ClC1=CC=C(C=N1)C1=NN=C2CSCCN21 3-(6-chloropyridin-3-yl)-5,6-dihydro-8H-[1,2,4]triazolo[3,4-c][1,4]thiazine